ClC1=C(C=CC=C1)[C@H]1N(CCC1)C=1C(=NC(=NC1)C(=O)N[C@H](C)\C=C\S(=O)(=O)C)OC 5-((S)-2-(2-Chlorophenyl)pyrrolidin-1-yl)-4-methoxy-N-((R,E)-4-(methylsulfonyl)but-3-en-2-yl)pyrimidine-2-carboxamide